C3-isopropyl-1H-pyrrole-1,2-dicarboxylic acid 1-(tert-butyl) 2-methyl ester COC(=O)C=1N(C=CC1C(C)C)C(=O)OC(C)(C)C